ClC=1C=C(C=C2/C(/C(NC12)=O)=C/C=1NC=C(C1)C)C1=C(C2=C(OCCN2)N=C1)C (Z)-7-chloro-3-((4-methyl-1H-pyrrol-2-yl)methylene)-5-(8-methyl-2,3-dihydro-1H-pyrido[2,3-b][1,4]oxazin-7-yl)indolin-2-one